C(=O)(O)CCC(=S)SC(C(=O)O)C 2-(2-carboxyethylthiocarbonylthio)propanoic acid